C(C)C1(NC(N(C(C1)=O)[C@@H]1[C@@](OC2=C1C=C(C=C2)C(=O)NC2C(CC1=CC=CC=C21)(C)O)(C)COC)=N)CC (2S,3S)-3-(4,4-diethyl-2-imino-6-oxotetrahydropyrimidin-1(2H)-yl)-N-(2-hydroxy-2-methyl-2,3-dihydro-1H-inden-1-yl)-2-(methoxymethyl)-2-methyl-2,3-dihydrobenzofuran-5-carboxamide